Trifluoro-iodomethane FC(I)(F)F